C(C)(C)(C)OC(=O)N1CCN(CC1)CC1CCN(CC1)C1=CC=C(C=N1)B(O)O [6-[4-[(4-tert-butoxycarbonylpiperazin-1-yl)methyl]-1-piperidyl]-3-pyridyl]boronic acid